C(C1=CC=CC=C1)OC=1C=C2CCNC(C2=CC1OC)CC(COC(C)(C)C)=O 1-(6-(benzyloxy)-7-methoxy-1,2,3,4-tetrahydroisoquinolin-1-yl)-3-(tert-butoxy)propan-2-one